6-(isopropyl(methyl)amino)-4-((methylamino)methyl)-2-(6-(4-(pyridin-3-yl)-4H-1,2,4-triazol-3-yl)pyridin-2-yl)-2,3-dihydro-1H-pyrrole C(C)(C)N(C1(C=CC=C(N1)C1NC=C(C1)CNC)C1=NN=CN1C=1C=NC=CC1)C